2-(1-(2-(1-(4-(2,6-Dioxopiperidin-3-yl)-2,5-difluorophenyl)-4-hydroxypiperidin-4-yl)acetyl)piperidin-4-yl)-6-isopropoxy-N-(pyrazolo[1,5-a]pyrimidin-3-yl)-2H-indazole-5-carboxamide O=C1NC(CCC1C1=CC(=C(C=C1F)N1CCC(CC1)(O)CC(=O)N1CCC(CC1)N1N=C2C=C(C(=CC2=C1)C(=O)NC=1C=NN2C1N=CC=C2)OC(C)C)F)=O